FC1([C@@H](C1)S(=O)(=O)N1C2CN(CC1CC2)C=2C=1N(N=CC2)C=C(C1)C=1C=NN(C1)C)F 4-(8-(((R)-2,2-difluorocyclopropyl)sulfonyl)-3,8-diazabicyclo[3.2.1]octan-3-yl)-6-(1-methyl-1H-pyrazol-4-yl)pyrrolo[1,2-b]pyridazine